1-(3-methylthiophene-2-carbonyl)-N-(naphthalen-2-ylmethyl)-4-(phenylsulfonyl)piperazine-2-carboxamide CC1=C(SC=C1)C(=O)N1C(CN(CC1)S(=O)(=O)C1=CC=CC=C1)C(=O)NCC1=CC2=CC=CC=C2C=C1